OCC1=CC=C(CN2CC3(C2)CCN(CC3)C(=O)OC(C)(C)C)C=C1 tert-butyl 2-(4-(hydroxymethyl) benzyl)-2,7-diazaspiro[3.5]nonane-7-carboxylate